ClC1=CC=C(C=C1)C1=NCC=2N(C3=C1C(=C(S3)C#CC3=CC=C(C=N3)CCC#CC3=C1CN(C(C1=CC=C3)=O)C3C(NC(CC3)=O)=O)C)C(=NN2)C 3-(4-(4-(6-((4-(4-chlorophenyl)-3,9-dimethyl-6H-thieno[3,2-f][1,2,4]triazolo[4,3-a][1,4]diazepin-2-yl)ethynyl)pyridin-3-yl)but-1-yn-1-yl)-1-oxoisoindolin-2-yl)piperidine-2,6-dione